hexacosyl stearate C(CCCCCCCCCCCCCCCCC)(=O)OCCCCCCCCCCCCCCCCCCCCCCCCCC